phenyl ((S)-1-((R or S)-3-(2-(5-fluoro-thiophen-2-yl)ethyl)-1-(2-(6-methylpyridin-3-yl)propan-2-yl)pyrrolidin-3-yl)ethyl)carbamate FC1=CC=C(S1)CC[C@@]1(CN(CC1)C(C)(C)C=1C=NC(=CC1)C)[C@H](C)NC(OC1=CC=CC=C1)=O |o1:8|